C(C=C)(=O)OO hydroxy acrylate